2-((4-amino-2-butyl-7-(3-(4-pentylpiperazin-1-yl)propyl)-1H-imidazo[4,5-c]quinolin-1-yl)methyl)-2-methylpropane-1,3-diol NC1=NC=2C=C(C=CC2C2=C1N=C(N2CC(CO)(CO)C)CCCC)CCCN2CCN(CC2)CCCCC